2-(4-chlorophenyl)-6-(phenanthren-9-yl)-4-{4-(pyridin-3-yl)-phenyl}-benzoxazole ClC1=CC=C(C=C1)C=1OC2=C(N1)C(=CC(=C2)C=2C1=CC=CC=C1C=1C=CC=CC1C2)C2=CC=C(C=C2)C=2C=NC=CC2